2,3-dibenzoyl-2-norbornene C(C1=CC=CC=C1)(=O)C=1C2CCC(C1C(C1=CC=CC=C1)=O)C2